C(CCCCC\C=C\CCC=CCCCC)O E-7,11-hexadecdienol